(9-(5-(4-fluoro-2-methoxyphenyl)imidazo[2,1-b][1,3,4]thiadiazol-2-yl)-2-oxa-9-azaspiro[5.5]undecan-3-yl)methanamine FC1=CC(=C(C=C1)C1=CN=C2SC(=NN21)N2CCC1(CCC(OC1)CN)CC2)OC